ClC=1N=CC2=C(N1)N(C(C=C2C)=O)C2CC(CC2)(F)F 2-chloro-8-(3,3-difluorocyclopentyl)-5-methylpyrido[2,3-d]pyrimidin-7(8H)-one